NS(=NC(CC=1C(=C2COCC2=CC1C(C)C)C(C)C)=O)(=O)C1=CC=C(C=C1)C(C)(C)O N-(amino(4-(2-hydroxypropan-2-yl)phenyl)(oxo)-λ6-sulfaneylidene)-2-(4,6-diisopropyl-1,3-dihydroisobenzofuran-5-yl)acetamide